(9aR)-3,4,7,9a-tetrahydro-1H-pyrido[2,1-c][1,4]oxazin-6-one C1OCCN2[C@@H]1C=CCC2=O